OCCNC(NCCO)=NCC(=O)O 2-({bis[(2-hydroxy-ethyl)amino]methylidene}amino)acetic acid